dimethyl 2,3-dimethylcyclopropane-1,1-dicarboxylate CC1C(C1C)(C(=O)OC)C(=O)OC